4-chloro-2-methylsulfanyl-pyrazolo[1,5-a][1,3,5]triazine ClC1=NC(=NC=2N1N=CC2)SC